(1-(6-(4-chlorophenyl)-2-(pyridin-3-yl)pyrimidin-4-yl)piperidin-4-yl)morpholine ClC1=CC=C(C=C1)C1=CC(=NC(=N1)C=1C=NC=CC1)N1CCC(CC1)N1CCOCC1